2-(3-cyclopropyl-1,2,4-oxadiazol-5-yl)-N-[2-(hydroxymethyl)-3-[4-(trifluoromethyl)phenyl]propyl]morpholine-4-carboxamide C1(CC1)C1=NOC(=N1)C1CN(CCO1)C(=O)NCC(CC1=CC=C(C=C1)C(F)(F)F)CO